(E)-9-ethyl-6-amino-3-(2-(quinolin-4-yl)vinyl)-9H-carbazole C(C)N1C2=CC=C(C=C2C=2C=C(C=CC12)\C=C\C1=CC=NC2=CC=CC=C12)N